C1=CC=CC2=CC3=CC=CC=C3C(=C12)C#CC1=CC(=NC=C1)F 4-(anthracene-9-ylethynyl)-2-fluoropyridine